CN(C1=C(C[Ti+2])C=CC=C1)C 2-(dimethylamino)benzyltitanium (III)